O1CCN(CC1)CCNC(O[C@H]1CC[C@@]2([C@H]3CC[C@@]4([C@H](CC[C@@]4([C@@H]3CC[C@@H]2C1)O)C=1COC(C1)=O)C)C)=O (3S,5R,8R,9S,10S,13R,14S,17R)-14-hydroxy-10,13-dimethyl-17-(5-oxo-2,5-dihydrofuran-3-yl)hexadecahydro-1H-cyclopenta[a]phenanthren-3-yl (2-morpholinoethyl)carbamate